CN1N=CC(=C1)C1=CC=2C3=C(N=CC2C=C1)NC=C3C3CC(C3)O 3-(8-(1-methyl-1H-pyrazol-4-yl)-3H-pyrrolo[2,3-c]isoquinolin-1-yl)cyclobutan-1-ol